C1(=CC=C(C=C1)C(=O)O)C(=O)O.C(C1=CC=C(C(=O)O)C=C1)(=O)O terephthalic acid (benzene-1,4-dicarboxylate)